1-Butyl-4-ethylpiperidinium chlorid Methylglycidyl-acrylate CC=C(C(=O)[O-])CC1CO1.[Cl-].C(CCC)[NH+]1CCC(CC1)CC.C(CCC)[NH+]1CCC(CC1)CC